(1-hexylpiperidin-4-yl)-7H-pyrrolo[2,3-d]pyrimidin-4-amine C(CCCCC)N1CCC(CC1)C=1N=C(C2=C(N1)NC=C2)N